COC1=C(C(=CC2=C1C=1C=CC(C(=CC1[C@H](CC2)N2C(CCCC2)=O)C(=O)OC)=O)OC)OC methyl (S)-1,2,3-trimethoxy-10-oxo-7-(2-oxopiperidin-1-yl)-5,6,7,10-tetrahydrobenzo[a]heptalen-9-carboxylate